C1(CCCC1)N1N=CC2=C1N=C(NC2=O)COCCC2=CC=CC=C2 1-Cyclopentyl-6-(phenethoxymethyl)-1H-pyrazolo[3,4-d]pyrimidin-4(5H)-one